decaane CCCCCCCCCC